Ethyl 2-(7-chloro-4-oxothiochroman-3-yl)-2-oxoacetate ClC1=CC=C2C(C(CSC2=C1)C(C(=O)OCC)=O)=O